ClC1=C(C=C(C(=C1)OC)Cl)B(O)O (2,5-dichloro-4-methoxy-phenyl)-boronic acid